(2-(4-(4,4,5,5-tetramethyl-1,3,2-dioxaborolan-2-yl)phenyl)cycloPentyl)carbamic acid tert-butyl ester C(C)(C)(C)OC(NC1C(CCC1)C1=CC=C(C=C1)B1OC(C(O1)(C)C)(C)C)=O